6-(((6-methylbenzo[d]oxazol-2-yl)methyl)thio)-1-(tetrahydro-2H-thiopyran-4-yl)-1,5-dihydro-4H-pyrazolo[3,4-d]pyrimidin-4-one CC1=CC2=C(N=C(O2)CSC=2NC(C3=C(N2)N(N=C3)C3CCSCC3)=O)C=C1